2-(1-acryloyl-4-(8-chloro-6-fluoro-7-(5-hydroxy-2-methylphenyl)-4-(((S)-1-methylpyrrolidin-2-yl)methoxy)-1H-imidazo[4,5-c]quinolin-1-yl)piperidin-2-yl)acetonitrile C(C=C)(=O)N1C(CC(CC1)N1C=NC=2C(=NC=3C(=C(C(=CC3C21)Cl)C2=C(C=CC(=C2)O)C)F)OC[C@H]2N(CCC2)C)CC#N